1-methoxypropyl nitrate [N+](=O)(OC(CC)OC)[O-]